3-(2-hydroxyphenyl)propionic acid menthyl ester C1(CC(C(CC1)C(C)C)OC(CCC1=C(C=CC=C1)O)=O)C